4-(2,5-dichlorophenyl)picolinic acid ClC1=C(C=C(C=C1)Cl)C1=CC(=NC=C1)C(=O)O